BrC1=C2CCCNC2=CC(=C1)OC 5-bromo-7-methoxy-1,2,3,4-tetrahydroquinoline